C(#N)C1=C(OC2=CC=C(C=C2)N2N=C3C(NCC[C@H]3N3CCN(CC3)S(=O)(=O)C3=C(C=CC=C3)[N+](=O)[O-])=C2C(=O)O)C=CC=C1 (7R)-2-[4-(2-cyanophenoxy)phenyl]-7-[4-(2-nitrobenzene-1-sulfonyl)piperazin-1-yl]-4,5,6,7-tetrahydro-2H-pyrazolo[4,3-b]pyridine-3-carboxylic acid